NC1=NC=CC=C1C1=NC=2C(=NC(=CC2)C2=CC=CC=C2)N1C1=CC=C(CN2[C@@H]3CN([C@H](C2)C3)C#N)C=C1 (1S,4S)-5-(4-(2-(2-Aminopyridin-3-yl)-5-phenyl-3H-imidazo[4,5-b]pyridin-3-yl)benzyl)-2,5-diazabicyclo[2.2.1]heptane-2-carbonitrile